4-hydroxypyrrolidine-1-carboxylic acid benzyl ester C(C1=CC=CC=C1)OC(=O)N1CCC(C1)O